Methyl 6-[4-(fluoromethyl) phenyl]-3-oxo-2,3-dihydropyridazine-4-carboxylate FCC1=CC=C(C=C1)C=1C=C(C(NN1)=O)C(=O)OC